1,8-dimercaptoanthraquinone SC1=CC=CC=2C(C3=CC=CC(=C3C(C12)=O)S)=O